CN[C@@H](C[Si](C)(C)C)C(=O)O Methyl-3-(trimethylsilyl)-L-alanine